ClC1=C(C(=CC(=C1)C#N)F)NC=1N(C2=NC(=NC=C2N1)NC1CCC(CC1)(F)F)C1CCC(CC1)C(=O)N (1s,4s)-4-(8-(2-chloro-4-cyano-6-fluorophenylamino)-2-(4,4-difluorocyclohexylamino)-9H-purin-9-yl)cyclohexanecarboxamide